C1(CC1)C1=NN(C=N1)C1CC2(CN(C2)C(=O)N2CC(C2)C2=NC(=NO2)CC2(CC2)C(F)(F)F)C1 [6-(3-cyclopropyl-1,2,4-triazol-1-yl)-2-azaspiro[3.3]heptan-2-yl]-[3-[3-[[1-(trifluoromethyl)cyclopropyl]methyl]-1,2,4-oxadiazol-5-yl]azetidin-1-yl]methanone